O=C1NC(CCC1NC1=CC(=C(C=C1)N1CCC(CC1)(O)CC(=O)[O-])F)=O 2-(1-(4-((2,6-dioxopiperidin-3-yl)amino)-2-fluorophenyl)-4-hydroxypiperidin-4-yl)acetate